C12(CC(C1)C2)N2C[C@H](N(S(C1=C2C=C(C(=C1)O\C=C(\C(=O)O)/F)SC)(=O)=O)C)C1CC1 (R,Z)-3-((5-(bicyclo[1.1.1]pentan-1-yl)-3-cyclopropyl-2-methyl-7-(methylthio)-1,1-dioxido-2,3,4,5-tetrahydrobenzo[f][1,2,5]thiadiazepin-8-yl)oxy)-2-fluoroacrylic acid